N-(4-(dibenzo[b,d]furan-4-yl)phenyl)-N-(4-(9-phenyl-9H-fluoren-9-yl)phenyl)-[1,1'-biphenyl]-4-amine C1=CC=C(C=2OC3=C(C21)C=CC=C3)C3=CC=C(C=C3)N(C3=CC=C(C=C3)C3=CC=CC=C3)C3=CC=C(C=C3)C3(C2=CC=CC=C2C=2C=CC=CC32)C3=CC=CC=C3